CC1CC2C(CC1)C(=O)OC2=O 4-methyl-1,2-cyclohexanedicarboxylic anhydride